2-[2,4-dichloro-6-(methoxymethoxy)phenyl]-4,4,5,5-tetramethyl-1,3,2-dioxaborolane ClC1=C(C(=CC(=C1)Cl)OCOC)B1OC(C(O1)(C)C)(C)C